C1(=CC=C(C=C1)P(OC1=C(C=C(C=C1)C(C)(C)C)C(C)(C)C)([O-])[O-])C1=CC=C(C=C1)P([O-])([O-])[O-] (2,4-di-tert-butylphenyl) [1,1-biphenyl]-4,4'-diylbisphosphite